COC1=NC=CC(=C1)CC=1N=CN(C1)COCC[Si](C)(C)C 2-Methoxy-4-((1-((2-(trimethylsilyl)ethoxy)methyl)imidazol-4-yl)methyl)pyridine